(4-(pyridin-2-yldisulfanyl)phenyl)methanol N1=C(C=CC=C1)SSC1=CC=C(C=C1)CO